FC=1C(=NC=CC1)[C@H](C(=O)N1CC2=NN(C=C2C1)S(=O)(=O)C1=NC=C(C=C1)OC)O |r| Racemic-2-(3-fluoropyridin-2-yl)-2-hydroxy-1-(2-((5-methoxypyridin-2-yl)sulfonyl)-2,6-dihydropyrrolo[3,4-c]pyrazol-5(4H)-yl)ethan-1-one